7-cyclopropylpyrido[4,3-d]pyrimidin-4-amine C1(CC1)C1=CC=2N=CN=C(C2C=N1)N